5-(4-cyclohexylphenyl)-3-((2s,3s)-3-(fluoromethyl)-2-methylazetidine-1-carbonyl)pyrazolo[1,5-a]pyrimidin-7(4H)-one C1(CCCCC1)C1=CC=C(C=C1)C=1NC=2N(C(C1)=O)N=CC2C(=O)N2[C@H]([C@H](C2)CF)C